C(\C=C/CCCCCCCCCCCCCC)O (Z)-2-heptadecenol